(R)-6-(4-hydroxy-2-oxo-4-(trifluoromethyl)pyrrolidin-1-yl)-N-(6-methoxy-1-methyl-1H-pyrazolo[4,3-c]pyridin-7-yl)pyridine-3-sulfonamide O[C@@]1(CC(N(C1)C1=CC=C(C=N1)S(=O)(=O)NC=1C2=C(C=NC1OC)C=NN2C)=O)C(F)(F)F